ClC1=CC=C(CNC=2C(C(C2N(C)CC2=CC=C(C=C2)C2=NOC(=N2)C(F)(F)Cl)=O)=O)C=C1 3-((4-chlorobenzyl)amino)-4-((4-(5-(chlorodifluoromethyl)-1,2,4-oxadiazol-3-yl)benzyl)(methyl)amino)cyclobut-3-ene-1,2-dione